O1[C@H](CCCC1)C(N1C[C@@H]2[C@H](C1)CC(C2)NC=2N=NC(=CC2)C2=C(C(=CC(=C2)F)F)F)([2H])[2H] (3aR,5s,6aS)-2-(((R)-tetrahydro-2H-pyran-2-yl)methyl-d2)-N-(6-(2,3,5-trifluorophenyl)pyridazin-3-yl)octahydrocyclopenta[c]pyrrol-5-amine